NC1=CC=C(C=2C(C3=C(C=CC(=C3C(C12)=O)O)N)=O)O 1,5-diamino-4,8-dihydroxyl-9,10-anthracenedione